C(=O)O.CN1N=NC2=C1C=CC(=C2C)C(CC(=O)O)C=2C=C1C(CCC1=CC2)N2C[C@H](OC1=C(C2)C=CC=C1)CC 3-(1,4-Dimethyl-1H-benzo[d][1,2,3]triazol-5-yl)-3-(3-((R)-2-ethyl-2,3-dihydrobenzo[f][1,4]oxazepin-4(5H)-yl)-2,3-dihydro-1H-inden-5-yl)propanoic acid, formic acid salt